C(C)(C)(C)OC(=O)N(CC)CC1CN(CC1)C=1C2=CN(N=C2C(=C(C1)F)C(=O)OC)C methyl 4-(3-([(tert-butoxycarbonyl)(ethyl)amino]methyl)pyrrolidin-1-yl)-6-fluoro-2-methylindazole-7-carboxylate